5-Chloro-N-(2-(3,3-dimethylbutyl)-2-azaspiro[3.5]nonan-7-yl)-1-ethyl-3-(isoxazol-3-yl)-1H-pyrazole-4-carboxamide ClC1=C(C(=NN1CC)C1=NOC=C1)C(=O)NC1CCC2(CN(C2)CCC(C)(C)C)CC1